FC1=C(C=C(C=C1)C)NC(C1=CC=C(C=C1)NS(=O)(=O)C1=CC=CC=C1)=O N-(2-fluoro-5-methylphenyl)-4-(phenylsulfonamido)benzamide